tert-butyl N-[(2R)-1-hydroxypropan-2-yl]carbamate OC[C@@H](C)NC(OC(C)(C)C)=O